2,3,4,6-tetra-o-benzyl-D-glucopyranose C1=CC=C(C=C1)COC[C@@H]2[C@H]([C@@H]([C@H](C(O2)O)OCC3=CC=CC=C3)OCC4=CC=CC=C4)OCC5=CC=CC=C5